F\C(=C/[C@@H](C[C@@H]1C(NCC1)=O)NC(=O)[C@H]1N(C[C@@H]2[C@H]1CCC2)C(=O)C2(C1=CC=CC=C1C=1C=CC=CC21)O)\S(=O)(=O)C (1S,3aS,6aR)-N-((R,E)-4-fluoro-4-(methylsulfonyl)-1-((R)-2-oxopyrrolidin-3-yl)but-3-en-2-yl)-2-(9-hydroxy-9H-fluorene-9-carbonyl)octahydrocyclopenta[c]pyrrole-1-carboxamide